O1C[C@@H](CC1)C(=O)O |r| Racemic-tetrahydro-3-furoic acid